2-{(5S)-3-[2-(1-{[3,5-bis(difluoromethyl)-1H-pyrazol-1-yl]Acetyl} piperidin-4-yl)-1,3-thiazol-4-yl]-4,5-dihydro-1,2-oxazol-5-yl}-3-chlorophenyl methanesulfonate CS(=O)(=O)OC1=C(C(=CC=C1)Cl)[C@@H]1CC(=NO1)C=1N=C(SC1)C1CCN(CC1)C(CN1N=C(C=C1C(F)F)C(F)F)=O